(pyridin-2-ylmethylene)propane-2-sulfinamide N1=C(C=CC=C1)C=CC(C)S(=O)N